1,4-bis((6-bromohexyl)oxy)benzene (5-hydroxypyridin-2-yl)methyl-N-[2-(pyridin-3-yl)-1,3-benzoxazol-5-yl]carbamate OC=1C=CC(=NC1)COC(NC=1C=CC2=C(N=C(O2)C=2C=NC=CC2)C1)=O.BrCCCCCCOC1=CC=C(C=C1)OCCCCCCBr